ClC1=NC=C(C=N1)CCCCO 4-(2-chloropyrimidin-5-yl)butan-1-ol